(S)-12-(2-((6-((3-(3,4-dihydroisoquinolin-2(1H)-yl)-2-hydroxypropyl)carbamoyl)pyrimidin-4-yl)amino)acetamido)dodecanoic acid C1N(CCC2=CC=CC=C12)C[C@H](CNC(=O)C1=CC(=NC=N1)NCC(=O)NCCCCCCCCCCCC(=O)O)O